C(C)(C)[Si](C#CC(=O)Cl)(C(C)C)C(C)C 3-(triisopropylsilyl)propioloyl chloride